N1N=CC(=C1)N1C=NC2=CC=CC=C2C1=O 3-(1H-pyrazol-4-yl)quinazolin-4(3H)-one